CC1=CC=CC(=N1)C1=NC=CC(=N1)NC1=NC(=NC=C1)NC=1SC(=CN1)N1CCOCC1 N4-(2-(6-methylpyridin-2-yl)pyrimidin-4-yl)-N2-(5-morpholinylthiazol-2-yl)pyrimidine-2,4-diamine